FC=1C=C2C(=NN(C2=CC1)C)C1=CC=C(C=C1)NC(=O)NCC1=CN=CO1 1-[4-(5-Fluoro-1-methyl-1H-indazol-3-yl)-phenyl]-3-oxazol-5-ylmethyl-urea